CN(C(C(S(=O)(=O)C)=NO)=O)C N,N-dimethyl-2-[hydroxy(imino)]-2-(methylsulfonyl)acetamide